6,7-Dihydro-5H-cyclopenta[c]pyridine-1,4-diamine C1(=NC=C(C2=C1CCC2)N)N